(R)-5-bromo-4-chloro-1-((4-hydroxy-1-(3-phenylbutyryl)piperidin-4-yl)methyl)pyridine BrC=1C(=CCN(C1)CC1(CCN(CC1)C(C[C@@H](C)C1=CC=CC=C1)=O)O)Cl